(5,5'-dihydro-4,4'-dibutyl-2,2'-bithiazole) iridium (III) hexafluorophosphate F[P-](F)(F)(F)(F)F.[Ir+3].C(CCC)C1=NC(SC1)=C1SCC(=N1)CCCC.F[P-](F)(F)(F)(F)F.F[P-](F)(F)(F)(F)F